2-METHYL-4H-FURO[3,2-B]PYRROLE-5-CARBALDEHYDE CC1=CC=2NC(=CC2O1)C=O